Tert-Butyl-4-(7-fluoro-1-methyl-2,3-dioxo-2,3-dihydropyrido[2,3-b]pyrazin-4(1H)-yl)piperidine C(C)(C)(C)N1CCC(CC1)N1C2=C(N(C(C1=O)=O)C)C=C(C=N2)F